2-(2,6-dioxo-3-piperidyl)-5-[4-[[1-oxo-1-(4-piperidylmethylimino)-1,4-thiazinan-4-yl]methyl]-1-piperidyl]isoindoline-1,3-dione O=C1NC(CCC1N1C(C2=CC=C(C=C2C1=O)N1CCC(CC1)CN1CCS(CC1)(=NCC1CCNCC1)=O)=O)=O